ClC=1C2=C(N=CN1)N(C(=C2)C2=CC=C(C=N2)C2(CN(C2)C(=O)OC(C)(C)C)F)COCC[Si](C)(C)C tert-butyl 3-(6-(4-chloro-7-((2-(trimethylsilyl) ethoxy) methyl)-7H-pyrrolo[2,3-d]pyrimidin-6-yl) pyridin-3-yl)-3-fluoroazetidine-1-carboxylate